4-[(1S,4S,5R)-5-{[4-cyclopropyl-1-(2,6-dichlorophenyl)-1H-pyrazol-5-yl]methoxy}-2-azabicyclo[2.2.1]heptan-2-yl]benzoic acid C1(CC1)C=1C=NN(C1CO[C@H]1[C@@H]2CN([C@H](C1)C2)C2=CC=C(C(=O)O)C=C2)C2=C(C=CC=C2Cl)Cl